(2R)-2-AMINO-2-(4-FORMYL(2-PYRIDYL))PROPANOIC ACID N[C@](C(=O)O)(C)C1=NC=CC(=C1)C=O